O=C1C[C@H](CN1C1=CC=C(C=C1)S(=O)(=O)C1CCNCC1)NC(OC(C)(C)C)=O Tert-butyl N-[(3R)-5-oxo-1-[4-(4-piperidylsulfonyl)phenyl] pyrrolidin-3-yl]carbamate